C(C=C)(=O)N1[C@H](CN(CC1)C1=CC(=NC2=CC(=CN=C12)C1=CC=CC2=CC=CC(=C12)Cl)OCC12CCCN2CCC1)CC#N (S)-2-(1-acryloyl-4-(7-(8-chloronaphthalen-1-yl)-2-((tetrahydro-1H-pyrrolizin-7a(5H)-yl)methoxy)-1,5-naphthyridin-4-yl)piperazin-2-yl)acetonitrile